2-Isobutyl-1-phenyl-1H-benzo[g]indazol-3,4,5(2H)-trion C(C(C)C)N1N(C=2C3=C(C(C(C2C1=O)=O)=O)C=CC=C3)C3=CC=CC=C3